2-chloro-N-cyclopropyl-5-nitropyridin-4-amine ClC1=NC=C(C(=C1)NC1CC1)[N+](=O)[O-]